1,4-bis[[2,2':6',2''-terpyridyl]-4'-yl]benzene N1=C(C=CC=C1)C1=NC(=CC(=C1)C1=CC=C(C=C1)C1=CC(=NC(=C1)C1=NC=CC=C1)C1=NC=CC=C1)C1=NC=CC=C1